ClC1=C(C=CC=C1)CC(=O)NC1=CC(=C2C=CN=C(C2=C1)OCF)S(N)(=O)=O 2-(2-chlorophenyl)-N-(1-(fluoromethoxy)-5-sulfamoylisoquinolin-7-yl)acetamide